(R)-3-(5-(2-Benzyl-4-(methylsulfonyl)piperazin-1-yl)-3-methyl-1H-indazol-1-yl)-6-chloro-2-fluoro-5-(trifluoromethyl)phenol C(C1=CC=CC=C1)[C@H]1N(CCN(C1)S(=O)(=O)C)C=1C=C2C(=NN(C2=CC1)C=1C(=C(C(=C(C1)C(F)(F)F)Cl)O)F)C